CC1C(CCC(C1)C(=O)O)C(=O)O 2-methyl-trans-1,4-cyclohexanedicarboxylic acid